(±)-(1'R,3'S,6'S,8'R)-spiro[[1,3]dioxolane-2,2'-tricyclo[4.2.1.03,8]nonan]-7'-one [C@H]12C3([C@H]4CC[C@H](C([C@H]41)=O)C2)OCCO3 |r|